COC(=O)[C@H]1[C@H]2CC[C@H](C[C@H]1O)N2C(=O)OC(C)(C)C |r| rac-(1R,2S,3R,5R)-3-hydroxy-8-azabicyclo[3.2.1]Octane-2,8-dicarboxylic acid 8-(tert-butyl) 2-methyl ester